1-(1-(2-propoxyethoxy)prop-1-en-2-yl)-3-(1-propoxyprop-1-en-2-yl)benzene C(CC)OCCOC=C(C)C1=CC(=CC=C1)C(=COCCC)C